NCCN1N=CC(=C1)N1C(=C(C2=CC=C(C(=C12)F)Cl)SC=1C(=C(C(=O)O)C=CC1)F)C1CC1 3-((1-(1-(2-aminoethyl)-1H-pyrazol-4-yl)-6-chloro-2-cyclopropyl-7-fluoro-1H-indol-3-yl)sulfanyl)-2-fluorobenzoic acid